C(C=C)(=O)OCCN(C(O)=O)CCC(CC(CNC(O)=O)(C)C)C.CC1([C@H]([C@@H]1C1=CC=C(C=C1)S(N)(=O)=O)C(=O)NCC(C1=CC=CC=C1)=O)C (1S,3S)-2,2-dimethyl-N-(2-oxo-2-phenylethyl)-3-(4-sulfamoylphenyl)cyclopropanecarboxamide acryloxyethyl-2,2,4-trimethylhexamethylendicarbamat